O1CCOC12CCC(CC2)CCC2=CC1=C(N(C(N1C)=O)C1C(NC(CC1)=O)=O)C=C2 3-[5-[2-(1,4-dioxaspiro[4.5]decan-8-yl)ethyl]-3-methyl-2-oxo-benzimidazol-1-yl]piperidine-2,6-dione